(S)-3-((R)-3',3'-difluoro-1'-(3-(1-methyl-1H-pyrazol-4-yl)benzyl)-6-oxo-6,8-dihydro-2H,7H-spiro[furo[2,3-e]isoindole-3,4'-piperidin]-7-yl)piperidine-2,6-dione FC1(CN(CC[C@@]12COC1=C3CN(C(C3=CC=C12)=O)[C@@H]1C(NC(CC1)=O)=O)CC1=CC(=CC=C1)C=1C=NN(C1)C)F